C12(CC3CC(CC(C1)C3)C2)CN2N=CC(=C2)C2=C(C3=C(N=N2)N(C=C3)C=3C=NC(=C(C3)F)NC3=NC=CC=C3)C(=O)OCC ethyl 3-(1-(adamantan-1-ylmethyl)-1H-pyrazol-4-yl)-7-(5-fluoro-6-(pyridin-2-ylamino)pyridin-3-yl)-7H-pyrrolo[2,3-c]pyridazine-4-carboxylate